5-Bromo-2-(3-((dimethylamino)methyl)azetidin-1-yl)pyridin-3-amine BrC=1C=C(C(=NC1)N1CC(C1)CN(C)C)N